C(C)OC(=O)C1=C(N=C(N1)CCC)C(C)O 2-propyl-4-(1-hydroxy-1-ethyl)imidazole-5-carboxylic acid ethyl ester